6-(2-(Benzyloxy)-6-fluorophenyl)-2-chloro-5-fluoro-N-((2-isopropyl-4-methylpyridin-3-yl)carbamoyl)nicotinamide C(C1=CC=CC=C1)OC1=C(C(=CC=C1)F)C1=NC(=C(C(=O)NC(NC=2C(=NC=CC2C)C(C)C)=O)C=C1F)Cl